C(C=C)(=O)OCCCCCCCCCCCCCCCCCCCC[Si](Cl)(Cl)Cl acryloxyicosyltrichlorosilane